(S)-N-(3-cyclopropyl-1-methyl-1H-pyrazol-5-yl)-4-methyl-3-(1-(5-(1-methyl-1H-pyrazol-4-yl)pyridin-3-yl)pyrrolidin-3-yl)benzamide C1(CC1)C1=NN(C(=C1)NC(C1=CC(=C(C=C1)C)[C@H]1CN(CC1)C=1C=NC=C(C1)C=1C=NN(C1)C)=O)C